COC1=CC=C(C=C1)NC1=CC(=NC(=N1)N1CCOCC1)CNC(C1=NC=CC=C1)=O N-((6-((4-methoxyphenyl)amino)-2-morpholinopyrimidin-4-yl)methyl)picolinamide